C1(=CC=CC=C1)N(C1=CC=C(C=C1)C1=CC=CC=C1)C1=CC=C(C=C1)B1OC(C(O1)(C)C)(C)C N-phenyl-N-(4-(4,4,5,5-tetramethyl-1,3,2-dioxaborolan-2-yl)phenyl)-[1,1'-biphenyl]-4-amine